(3S,6S,8R,10aR)-8-(allyloxy)-6-((S)-2-(methylamino)propanamido)-5-oxo-N-((R)-1,2,3,4-tetrahydronaphthalen-1-yl)decahydropyrrolo[1,2-a]azocine-3-carboxamide C(C=C)O[C@@H]1CC[C@@H]2N(C([C@H](C1)NC([C@H](C)NC)=O)=O)[C@@H](CC2)C(=O)N[C@@H]2CCCC1=CC=CC=C21